COCOC=1C=C(C=CC1[N+](=O)[O-])C1=NN(C=N1)C1=CC=C(C=C1)OC(F)(F)F 3-(3-(methoxymethoxy)-4-nitrophenyl)-1-(4-(trifluoromethoxy)phenyl)-1H-1,2,4-triazole